N-(2,3-dichlorophenyl)-4-[({3-[2-(oxetan-2-yl)ethoxy]pyridin-4-yl}methyl)amino]-2-oxo-1,2,5,6-tetrahydropyridine-3-carbothioamide ClC1=C(C=CC=C1Cl)NC(=S)C=1C(NCCC1NCC1=C(C=NC=C1)OCCC1OCC1)=O